C(C)(C)(C)OC(NC1=CC(=NC(=C1)C(NC1CC2=CC=CC=C2C1)=O)NC1=CC(=CC(=C1)F)F)=O (2-((3,5-Difluorophenyl)amino)-6-((2,3-dihydro-1H-inden-2-yl)carbamoyl)pyridin-4-yl)carbamic acid tert-butyl ester